ClC=1C=NC(=C(C(=O)NC2CCC(CC2)CN2C(N(C3=C2C=CC=C3)C=3C=NC(=CC3)NCCOC)=O)C1)C(F)(F)F 5-chloro-N-((1r,4r)-4-((3-(6-((2-methoxyethyl)amino)pyridin-3-yl)-2-oxo-2,3-dihydro-1H-benzo[d]imidazol-1-yl)methyl)cyclohexyl)-2-(trifluoromethyl)nicotinamide